BrC1=NC=C2C=C(C=NC2=C1)Cl 7-Bromo-3-chloro-1,6-naphthyridine